N1(CCOCC1)COC1=C(CN[C@@H](CO)C(=O)O)C=C(C(=C1)OCC1=C(C(=CC=C1)C1=CC=CC=C1)Br)Cl N-[2-(Morpholinylmethoxy)-4-(2-bromo-3-phenylbenzyloxy)-5-chlorobenzyl]serine